5-[(4-aminobenzoyl)amino]benzene-1,3-dicarboxylic acid NC1=CC=C(C(=O)NC=2C=C(C=C(C2)C(=O)O)C(=O)O)C=C1